mercury(II) formate C(=O)[O-].[Hg+2].C(=O)[O-]